CCC(CCCCCCCCCCCCCC)C1=CNC(O1)=O 5-(heptadecan-3-yl)oxazol-2(3H)-one